ClC1=CC=CC2=C1S(CC1=C2N(N=C1C1=NC=C2COCCN21)C2=CC=C(C=C2)CN2CCOCC2)(=O)=O 6-chloro-3-(5,6-dihydro-8H-imidazo[5,1-c][1,4]oxazin-3-yl)-1-(4-(morpholinomethyl)phenyl)-1,4-dihydrothiochromeno[4,3-c]pyrazole 5,5-dioxide